C1=NC2=C(N1[C@H]3[C@H]4[C@@H]([C@H](O3)COP(=O)(O)O)OP(=O)(O4)O)N=C(NC2=O)N The molecule is a 2',3'-cyclic purine nucleotide that is GMP in which the hydroxy groups at the 2' and 3' positions have been converted into the corresponding cyclic phosphate. It is a 2',3'-cyclic purine nucleotide, a guanyl ribonucleotide and a guanosine bisphosphate. It derives from a 2',3'-cyclic GMP.